benzyl 4-[1-(2,6-dioxo-3-piperidyl) indolin-4-yl]piperazine-1-carboxylate O=C1NC(CCC1N1CCC2=C(C=CC=C12)N1CCN(CC1)C(=O)OCC1=CC=CC=C1)=O